C(CCCCCCCCCCCCCCC)(=O)C(O)(C(O)CO)C(CCCCCCCCCCCCCCCCC)=O palmitoyl-stearoyl-glycerol